C(C)OC(CCCCN(C1=C(C=C(C=C1F)C=1C(=NC=CC1)OC1CCCC1)F)C(=O)OCC1=CC=CC=C1)=O 5-[N-benzyloxycarbonyl-4-[2-(cyclopentyloxy)-3-pyridinyl]-2,6-difluoro-anilino]pentanoic acid ethyl ester